N-[4-(3-Cyanophenyl)-5-(2,6-dimethyl-4-pyridyl)thiazol-2-yl]-2-oxo-1,9-diazaspiro[5.5]undecane-9-carboxamide C(#N)C=1C=C(C=CC1)C=1N=C(SC1C1=CC(=NC(=C1)C)C)NC(=O)N1CCC2(CCCC(N2)=O)CC1